C(#N)C=1C=CC(=C(OCC(=O)O)C1)CN1CCN(CC1)C(=O)OC(C(F)(F)F)C(F)(F)F 2-(5-Cyano-2-((4-(((1,1,1,3,3,3-hexafluoropropan-2-yl)oxy)carbonyl)piperazin-1-yl)methyl)phenoxy)acetic acid